NC1=CC(C(CC1)C)=O 3-amino-6-methylcyclohex-2-en-1-one